BrC(C(=O)NC1=CC=C(C=C1)C)CC 2-bromo-N-(p-tolyl)butanamide